morpholinobicyclo[1.1.1]Pentane-1-amine hydrochloride Cl.O1CCN(CC1)C1C2(CC1C2)N